C[C@@H](C(C(=O)OC)C(=O)OC)CC(=O)OC (R)-Trimethyl 2-methylpropane-1,1,3-tricarboxylate